4,6-difluoro-2-methyl-1H-benzo[d]imidazole FC1=CC(=CC=2NC(=NC21)C)F